butyl 3-([cyclopropyl(4-methoxybenzyl)amino]methyl)azetidin-1-carboxylate C1(CC1)N(CC1=CC=C(C=C1)OC)CC1CN(C1)C(=O)OCCCC